CN(C1=CC(=CC=C1)[C@@H]1C(CN(CC1)C1CCC(CC1)N1N=CC(=C1)C1=C(N=NC(=C1)C1=C(C=CC=C1)O)N)(F)F)[C@@H]1C(NC(CC1)=O)=O (3S)-3-[N-methyl-3-[(4R)-1-[4-[4-[3-amino-6-(2-hydroxyphenyl)pyridazin-4-yl]pyrazol-1-yl]cyclohexyl]-3,3-difluoro-4-piperidyl]anilino]piperidine-2,6-dione